bis[3-(4-aminophenoxy)phenyl] sulfone NC1=CC=C(OC=2C=C(C=CC2)S(=O)(=O)C2=CC(=CC=C2)OC2=CC=C(C=C2)N)C=C1